4-(4-(2-(2,6-dioxopiperidin-3-yl)-1,3-dioxoisoindolin-4-yl)piperazin-1-yl)butanal O=C1NC(CCC1N1C(C2=CC=CC(=C2C1=O)N1CCN(CC1)CCCC=O)=O)=O